[2-(5-bromo-2-thienyl)ethyl]-1H-1,2,4-triazol-5-one BrC1=CC=C(S1)CCN1NC=NC1=O